3,3'-Dimethoxydiphenyl sulfide COC1=CC(=CC=C1)SC2=CC=CC(=C2)OC